4-(6-chloro-3-pyridyl)triazol ClC1=CC=C(C=N1)C=1N=NNC1